(S)-2-methyl-1,4-pentadiene CC(=C)CC=C